3,5-bis-(1,1-dimethylethyl)-4-hydroxy-benzenepropanoic acid CC(C)(C)C=1C=C(C=C(C1O)C(C)(C)C)CCC(=O)O